3-(2-(2,2-Dimethylbenzo[d][1,3]dioxol-5-yl)ethyl)-5-(prop-1-en-2-yl)isoxazole CC1(OC2=C(O1)C=CC(=C2)CCC2=NOC(=C2)C(=C)C)C